2-[(5-FORMYL-2-FURYL)METHOXY]BENZAMIDE C(=O)C1=CC=C(O1)COC1=C(C(=O)N)C=CC=C1